(S)-2-(4-(1-(tert-butoxycarbonyl)piperidin-3-yl)phenyl)-2H-indazole-7-carboxylic acid C(C)(C)(C)OC(=O)N1C[C@@H](CCC1)C1=CC=C(C=C1)N1N=C2C(=CC=CC2=C1)C(=O)O